IC1=CC2=C(OCO2)C=C1OC 5-iodo-6-methoxybenzo[d][1,3]dioxolane